3-(4-chlorophenyl)-3-fluorocyclobutan-1-ol ClC1=CC=C(C=C1)C1(CC(C1)O)F